2,6-dihydroxynaphthalene-1,5-diacetaldehyde OC1=C(C=2C=CC(=C(C2C=C1)CC=O)O)CC=O